FC1(CCC(CC1)[C@H](NC(=O)C1=CC=NN1CC)C=1N=C2N(N=C(C(=C2)C(C)OC)CC2C(NC[C@@H](C2)C(F)(F)F)=O)C1)F N-((1S)-(4,4-difluorocyclohexyl)(7-(1-methoxyethyl)-6-(((5R)-2-oxo-5-(trifluoromethyl)piperidin-3-yl)methyl)imidazo[1,2-b]pyridazin-2-yl)methyl)-1-ethyl-1H-pyrazole-5-carboxamide